3-(3-methylnaphthalen-1-yl)butanoic acid CC=1C=C(C2=CC=CC=C2C1)C(CC(=O)O)C